8'-{6-[3-(Dimethylamino)propoxy]5-{[ethyl(methyl)sulfamoyl]amino}pyridin-3-yl}-3'-Methyl-2',3'-dihydrospiro[cyclobutane-1,1'-pyrrolo[2,3-c]quinoline]-2'-one CN(CCCOC1=C(C=C(C=N1)C1=CC=2C3=C(C=NC2C=C1)N(C(C31CCC1)=O)C)NS(N(C)CC)(=O)=O)C